O1NC=CN=C1 [1,2,5]oxadiazine